FC(C(=O)O)(F)F.N1CCC2(CC1)[C@@H](C1=CC=CC=C1C2)N[S@](=O)C(C)(C)C (R)-N-((S)-1,3-dihydrospiro[indene-2,4'-piperidin]-1-yl)-2-methylpropane-2-sulfinamide 2,2,2-trifluoroacetate